BrC1=CC=C([O-])C=C1.[Li+] lithium 4-bromophenoxide